2-[(1R)-1-[3,6-Dimethyl-2-(2-methylindazol-5-yl)-4-oxo-chromen-8-yl]ethoxy]-5-fluoro-benzonitrile CC1=C(OC2=C(C=C(C=C2C1=O)C)[C@@H](C)OC1=C(C#N)C=C(C=C1)F)C1=CC2=CN(N=C2C=C1)C